FC1(C[C@@H](CCC1)NC(=O)NCC1=CC(=NC=C1)OC(F)F)F 1-[(1R)-3,3-difluorocyclohexyl]-3-[[2-(difluoromethoxy)pyridin-4-yl]methyl]urea